n-pentacosyl acrylate C(C=C)(=O)OCCCCCCCCCCCCCCCCCCCCCCCCC